OC1=C(CC=2C(=C(C=C(C2)C)CC2=C(C(=CC(=C2)C)CC2=C(C(=CC=C2)C)O)O)O)C=CC=C1C Bis[3-(2-hydroxy-3-methylbenzyl)-2-hydroxy-5-methylphenyl]methane